fluoroiodopyridine FC=1C(=NC=CC1)I